((3S,5R)-4-propenoyl-3,5-dimethylpiperazin-1-yl)-6-chloro-7-(2-fluorophenyl)-1-(2-isopropyl-4-methylpyridin-3-yl)-2-oxo-1,2-dihydro-1,8-naphthyridine-3-carbonitrile C(C=C)(=O)N1[C@H](CN(C[C@H]1C)C1=C(C(N(C2=NC(=C(C=C12)Cl)C1=C(C=CC=C1)F)C=1C(=NC=CC1C)C(C)C)=O)C#N)C